C(C)(C)C1=C(C(=C(N)C(=C1[2H])[2H])[2H])[2H] 4-isopropylaniline-2,3,5,6-d4